(R)-1-(2-(4-(8-bromo-1H-imidazo[4,5-c]quinolin-1-yl)butoxy)-5-fluorophenyl)ethylcarbamic acid tert-butyl ester C(C)(C)(C)OC(N[C@H](C)C1=C(C=CC(=C1)F)OCCCCN1C=NC=2C=NC=3C=CC(=CC3C21)Br)=O